F[C@H]1[C@H](CN(CC1)C)NC1=NN=C(C=2N1C=CC2)C2=C(C=C(C=C2)C(F)(F)F)O 2-(4-(((3s,4r)-4-fluoro-1-methylpiperidin-3-yl)amino)pyrrolo[1,2-d][1,2,4]triazin-1-yl)-5-(trifluoromethyl)phenol